NC1=CC=CC(=N1)CC=1C(=C(C(=C(C(=O)O)C1)NC1=C(C=C(C=C1)I)F)F)F 5-[(6-Aminopyridin-2-yl)methyl]-3,4-difluoro-2-(2-fluoro-4-iodoanilino)benzoic acid